2-((1r,3r)-3-(4-methyl-4H-1,2,4-triazol-3-yl)-3-(3-(6-(((1-methylcyclobutyl)amino)methyl)-1-oxo-4-(trifluoromethyl)isoindolin-2-yl)phenyl)cyclobutoxy)acetonitrile CN1C(=NN=C1)C1(CC(C1)OCC#N)C1=CC(=CC=C1)N1C(C2=CC(=CC(=C2C1)C(F)(F)F)CNC1(CCC1)C)=O